ClC1=C(C=CC=C1)C1(OC(=C(C1=O)O[Si](C)(C)C)N)C 2-(2-chlorophenyl)-2-methyl-4-trimethylsiloxy-5-amino-3(2H)-furanone